2-((6-(((5-(2-aminopyridin-4-yl)-7-((2-(trimethylsilyl)ethoxy)methyl)-7H-pyrrolo[2,3-d]pyrimidin-4-yl)amino)methyl)pyridin-2-yl)(methyl)amino)ethan-1-ol NC1=NC=CC(=C1)C1=CN(C=2N=CN=C(C21)NCC2=CC=CC(=N2)N(CCO)C)COCC[Si](C)(C)C